C(C)(C)(C)OC(=O)N1[C@@H](CC2=CC=CC=C12)C(=O)O (S)-1-(tert-butoxycarbonyl)indoline-2-carboxylic acid